[W].[Ti].[Fe] iron-titanium-tungsten